(S)-N-((R)-4,4-difluoro-1-methylpyrrolidin-3-yl)-1-(4-fluorophenyl)-3,4-dihydroisoquinoline-2(1H)-carboxamide FC1([C@@H](CN(C1)C)NC(=O)N1[C@H](C2=CC=CC=C2CC1)C1=CC=C(C=C1)F)F